4-(furo[3,2-c]pyridin-4-yl)-N-{1-[4-(hydroxymethyl)-1-methyl-1H-imidazol-5-yl]piperidin-4-yl}benzamide O1C=CC=2C(=NC=CC21)C2=CC=C(C(=O)NC1CCN(CC1)C1=C(N=CN1C)CO)C=C2